FC1=CC(=C(N)C=C1F)I 4,5-difluoro-2-iodoaniline